8-bromo-3,4-dihydro-2H-1-benzoxepin-5-one BrC1=CC2=C(C(CCCO2)=O)C=C1